FC(C=1C=C2C(=CN1)O[C@]1(CN([C@H](C1)C)CC1=CN=C(S1)NC(C)=O)C2)F N-(5-(((2r,5's)-5-(difluoromethyl)-5'-methyl-3H-spiro[furo[2,3-c]pyridin-2,3'-pyrrolidin]-1'-yl)methyl)thiazol-2-yl)acetamide